C1N(CCC2=CC=CC=C12)C[C@H](CN1CCOC2=C(C1=O)C=CC(=C2)C(C)N2CC1(COC1)C2)O 4-[(2R)-3-(3,4-dihydro-1H-isoquinolin-2-yl)-2-hydroxy-propyl]-8-[1-(2-oxa-6-azaspiro[3.3]hept-6-yl)ethyl]-2,3-dihydro-1,4-benzoxazepin-5-one